3-[5-(2,5-DIMETHYLPYRIDIN-4-YL)-2-[(5-METHYL-1H-1,2,4-TRIAZOL-3-YL)AMINO]-1,3-THIAZOL-4-YL]BENZONITRILE CC1=NC=C(C(=C1)C1=C(N=C(S1)NC1=NNC(=N1)C)C=1C=C(C#N)C=CC1)C